(4-((2-ethyl-8-fluoro-3-oxo-3,4-dihydroquinoxalin-6-yl)methyl)piperazin-1-yl)-N-((1r,3r)-3-hydroxycyclobutyl)-6-methylpyridinecarboxamide C(C)C1=NC2=C(C=C(C=C2NC1=O)CN1CCN(CC1)C=1C(=NC(=CC1)C)C(=O)NC1CC(C1)O)F